C1(CCCCC1)C(COCC)(COC)CCC(C)(F)F 2-cyclohexyl-2-(3,3-difluorobutyl)-1-ethoxy-3-methoxypropane